S1C=C(C=2N=CCCC21)C(=O)O 6,7-Dihydrothieno[3,2-b]pyridine-3-carboxylic acid